6-fluoro-5-(4-fluoro-3-(1H-pyrazol-3-yl)phenoxy)-1-(tetrahydro-2H-pyran-2-yl)-4-vinyl-1H-benzo[d]imidazole FC=1C(=C(C2=C(N(C=N2)C2OCCCC2)C1)C=C)OC1=CC(=C(C=C1)F)C1=NNC=C1